5-(3,4-difluorophenyl)-3,3-dimethylmorpholine FC=1C=C(C=CC1F)C1COCC(N1)(C)C